ClC1=CC=C2C(=N1)C=NN2C 5-Chloro-1-methyl-1H-pyrazolo[4,3-b]pyridine